FC=1C=C2C(=CN(C2=CC1)C1CNCC1)C 5-fluoro-3-methyl-1-(pyrrolidin-3-yl)-1H-indole